N1N=CC=C1C1=NC=NO1 5-(pyrazol-5-yl)-1,2,4-oxadiazole